1-(2-((1-(cyclopropanecarbonyl)piperidin-3-yl)amino)pyrimidin-4-yl)-2-(3,4-dichlorophenyl)-4,6-dihydropyrrolo[3,4-d]imidazol-5(1H)-carboxamide C1(CC1)C(=O)N1CC(CCC1)NC1=NC=CC(=N1)N1C(=NC2=C1CN(C2)C(=O)N)C2=CC(=C(C=C2)Cl)Cl